5-(3-methylbut-2-en-1-yl)phenylacetic acid phenyl ester C1(=CC=CC=C1)OC(CC1=CC=CC(=C1)CC=C(C)C)=O